NCC1=CC(=C(C=C1)OC(=O)N1C[C@H](N(CC1)C([C@H](NC1CCCCC1)CC1CCCCC1)=O)C(NCC=1SC=CC1)=O)OC.C(CCCCCCCCCCC)C=1[N+](=C(NC1)O)CC(=O)O laurylcarboxymethyl-hydroxyimidazolium 4-(aminomethyl)-2-methoxyphenyl-(3S)-4-(N,3-dicyclohexyl-D-alanyl)-3-[(thiophen-2-ylmethyl)carbamoyl]piperazine-1-carboxylate